1-[2-(1,4-diazacycloheptan-1-yl)-5-fluoropyrimidin-4-yl]-N-(2-{imidazo[1,2-a]pyridin-3-yl}prop-2-yl)azetidine-3-carboxamide N1(CCNCCC1)C1=NC=C(C(=N1)N1CC(C1)C(=O)NC(C)(C)C1=CN=C2N1C=CC=C2)F